ClC=1C(=C(N)C=CC1)C=1C(=NN(C1)CC)C(F)(F)F 3-Chloro-2-(1-ethyl-3-(trifluoromethyl)-1H-pyrazol-4-yl)aniline